(d)-arginine N[C@H](CCCNC(N)=N)C(=O)O